N1N=NN=NN=CC=CC=CC=CC=CC=CC=CC=C1 hexaazacyclohenicosine